BrC=1C=C(C=CC1F)NC(=NO)C1=NON=C1NCCOC N-(3-bromo-4-fluorophenyl)-N'-hydroxy-4-((2-methoxyethyl)amino)-1,2,5-oxadiazole-3-formamidine